N,N-di(carboxymethyl)alanine tert-butyl-N-[(1S)-1-{[(1S)-1-{[2,5-dichloro-4-(hydroxymethyl)phenyl]carbamoyl}ethyl]carbamoyl}-2-methylpropyl]carbamate C(C)(C)(C)N(C(O)=O)[C@@H](C(C)C)C(N[C@@H](C)C(NC1=C(C=C(C(=C1)Cl)CO)Cl)=O)=O.C(=O)(O)CN([C@@H](C)C(=O)O)CC(=O)O